4-phenyl-2-(6-methoxyquinolin-2-yl)-quinazoline C1(=CC=CC=C1)C1=NC(=NC2=CC=CC=C12)C1=NC2=CC=C(C=C2C=C1)OC